1-(2-(3,8-diazabicyclo[3.2.1]octan-8-yl)-6,7-dihydrothiazolo[5,4-c]pyridin-5(4H)-yl)-2-(1-(methoxymethyl)cyclopentyl)ethan-1-one C12CNCC(CC1)N2C=2SC=1CN(CCC1N2)C(CC2(CCCC2)COC)=O